CCC(C(=O)OC(C)(C)C)(N)NC(=O)C(=C)C N-(t-Boc-aminopropyl)methacrylamide